4-[4-(6-Chloro-7-{[1-(2-methoxyethyl)piperidin-4-yl]amino}-3H-imidazo[4,5-b]pyridin-2-yl)phenyl]-1-(2-ethoxyethyl)piperazin-2-one ClC=1C(=C2C(=NC1)NC(=N2)C2=CC=C(C=C2)N2CC(N(CC2)CCOCC)=O)NC2CCN(CC2)CCOC